C1(CC1)C(=O)N1CCC2=CC(=CC=C12)C=1N=C(SC1C)NC(CC1=CC(=CC=C1)OCCCCCNC1=C2C(N(C(C2=CC=C1)=O)C1C(NC(CC1)=O)=O)=O)=O N-(4-(1-(cyclopropanecarbonyl)indolin-5-yl)-5-methylthiazol-2-yl)-2-(3-((5-((2-(2,6-dioxopiperidin-3-yl)-1,3-dioxoisoindolin-4-yl)amino)pentyl)oxy)phenyl)acetamide